6-{[(1R,2R)-2-Hydroxycyclohexyl]amino}-8-{[6-(4-methansulfonylpiperazin-1-yl)pyridin-2-yl]amino}imidazo[1,2-b]pyridazin-3-carbonitril O[C@H]1[C@@H](CCCC1)NC=1C=C(C=2N(N1)C(=CN2)C#N)NC2=NC(=CC=C2)N2CCN(CC2)S(=O)(=O)C